4-(4-ethylpiperazin-1-yl)-N-[6-(2-fluoro-3-methoxyphenyl)-1H-indazol-3-yl]benzamide C(C)N1CCN(CC1)C1=CC=C(C(=O)NC2=NNC3=CC(=CC=C23)C2=C(C(=CC=C2)OC)F)C=C1